6-fluoro-2-(hydroxymethyl)-3-iodo-1-methyl-1,8-naphthyridin-4(1H)-one FC=1C=C2C(C(=C(N(C2=NC1)C)CO)I)=O